3-(3,4-dichlorophenyl)-N,N-dimethyl-urea ClC=1C=C(C=CC1Cl)NC(N(C)C)=O